C(#N)C=1C(=NC(=NC1)NC1=C(C=C(C=C1)N1CCN(CC1)CC)C(C(=O)N)=C)NC(C)C (2-((5-cyano-4-(isopropylamino)pyrimidin-2-yl)amino)-5-(4-ethylpiperazin-1-yl)phenyl)acrylamide